BrC=1C=CC(=C(C=O)C1)OCCN1CCCC1 5-bromo-2-(2-(pyrrolidin-1-yl)ethoxy)benzaldehyde